FC1=C(C(=O)N2CC3C(C2)CN(C3)C(=O)OC(C)(C)C)C=CC(=C1)B1OC(C(O1)(C)C)(C)C tert-butyl 5-(2-fluoro-4-(4,4,5,5-tetramethyl-1,3,2-dioxaborolan-2-yl)benzoyl)hexahydropyrrolo[3,4-c]pyrrole-2(1H)-carboxylate